N-{[2-({1-oxa-6-azaspiro[3.4]oct-6-yl}methyl)-1H-indol-6-yl]methyl}-4-oxo-4H-pyrido[1,2-a]pyrimidine-2-carboxamide O1CCC12CN(CC2)CC=2NC1=CC(=CC=C1C2)CNC(=O)C=2N=C1N(C(C2)=O)C=CC=C1